2-{3-[(2R,6S)-2,6-dimethylmorpholine-4-carbonyl]-5,6-dihydrocyclopenta[c]pyrazol-1(4H)-yl}-1-[4-(isoquinolin-5-yl)piperidin-1-yl]ethan-1-one C[C@@H]1CN(C[C@@H](O1)C)C(=O)C=1C2=C(N(N1)CC(=O)N1CCC(CC1)C1=C3C=CN=CC3=CC=C1)CCC2